2-[(1Z)-5-fluoro-1-{[6-(4-fluorophenoxy)pyridin-3-yl]methylene}-2-methyl-1H-inden-3-yl]-N-hydroxyacetamide FC=1C=C2C(=C(/C(/C2=CC1)=C/C=1C=NC(=CC1)OC1=CC=C(C=C1)F)C)CC(=O)NO